FC1=CC=C(C(=O)C2=CNC=3N=C(N=C(C32)N[C@H]3CN(CCC3)C(C=C)=O)NC3=CC=C(C=C3)N3CCN(CC3)C)C=C1 (R)-1-(3-((5-(4-fluorobenzoyl)-2-((4-(4-methyl-Piperazin-1-yl)phenyl)amino)-7H-pyrrolo[2,3-d]pyrimidin-4-yl)amino)piperidin-1-yl)prop-2-en-1-one